(4-((tert-Butoxycarbonyl)amino)phenyl)-5-(3-(methylsulfanyl)phenyl)Azole-4-carboxylic acid ethyl ester C(C)OC(=O)C=1C=C(NC1C1=CC(=CC=C1)SC)C1=CC=C(C=C1)NC(=O)OC(C)(C)C